N1N=CC(=C1)C1=C(CC2CCN(CC2)C(=O)N2C[C@@H]3[C@@H](OCC(N3)=O)CC2)C=CC(=C1)C(F)(F)F (-)-(4aR,8aS)-6-(4-(2-(1H-Pyrazol-4-yl)-4-(trifluoromethyl)benzyl)piperidine-1-carbonyl)hexahydro-2H-pyrido[4,3-b][1,4]oxazin-3(4H)-one